5-bromo-1,3-dihydrobenzo[c]thiophene BrC1=CC2=C(CSC2)C=C1